2'-(5-Fluoro-2-((5-(1-methylpiperidin-4-yl)pyridin-2-yl)amino)pyrimidin-4-yl)-5'-methyl-5',6'-dihydro-4'H-spiro[cyclohexane-1,7'-thieno[3,2-c]pyridin]-4'-oneON FC=1C(=NC(=NC1)NC1=NC=C(C=C1)C1CCN(CC1)C)C1=CC=2C(N(CC3(C2S1)CC(CCC3)=O)C)=O